(R)-(4-((2-(1H-pyrazol-4-yl)ethyl)amino)-5,6-dimethylpyrimidin-2-yl)(3-phenylmorpholino)methanone N1N=CC(=C1)CCNC1=NC(=NC(=C1C)C)C(=O)N1[C@@H](COCC1)C1=CC=CC=C1